P(=O)(O)(O)O.C(CCC)C=1N(C(N(C1)CCCC)CCCC)C dibutyl-1-butyl-3-methylimidazole phosphate salt